N[C@@H](CN1C(C=2C=C3C(=CC2CC1)N(C(=N3)C=3N(C1=CC=CC=C1C3)CC3=CC=NO3)C)=O)CF (S)-6-(2-amino-3-fluoropropyl)-2-(1-(isoxazol-5-ylmethyl)-1H-indol-2-yl)-1-methyl-1,6,7,8-tetrahydro-5H-imidazo[4,5-g]isoquinolin-5-one